CC1C(NC2=C(C=N1)C=C(C=C2)I)=O 3-methyl-7-iodo-1,3-dihydro-1,4-benzodiazepin-2-one